N-(2-(5-((2S,5R)-5-amino-2-methylpiperidine-1-carbonyl)-7-methoxy-1-methyl-1H-benzo[d]imidazol-2-yl)-1-(cyclopropylmethyl)-1H-pyrrolo[2,3-b]pyridin-6-yl)-N-ethylmethanesulfonamide N[C@@H]1CC[C@@H](N(C1)C(=O)C1=CC2=C(N(C(=N2)C2=CC=3C(=NC(=CC3)N(S(=O)(=O)C)CC)N2CC2CC2)C)C(=C1)OC)C